(2R,6S)-4-(5-cyanopyrimidin-2-yl)-2,6-dimethyl-N-(2-{1-[(3-methyloxetan-3-yl)methyl]piperidin-4-yl}ethyl)piperazine-1-carboxamide C(#N)C=1C=NC(=NC1)N1C[C@H](N([C@H](C1)C)C(=O)NCCC1CCN(CC1)CC1(COC1)C)C